(R)-4-bromo-3-nitro-N-(1-phenylpropyl)benzamide carbonate C(O)(O)=O.BrC1=C(C=C(C(=O)N[C@H](CC)C2=CC=CC=C2)C=C1)[N+](=O)[O-]